N-(5-bromo-2-hydroxy-4-methylpyridin-3-yl)-2-chloropropanamide BrC=1C(=C(C(=NC1)O)NC(C(C)Cl)=O)C